2-(4,6-bis(trifluoromethyl)pyrimidin-2-ylamino)-N-(4-fluoro-phenyl)-N-methylacetamide FC(C1=NC(=NC(=C1)C(F)(F)F)NCC(=O)N(C)C1=CC=C(C=C1)F)(F)F